C(C)N1C(CC(C1)C1=CC=C(C=C1)C(F)(F)F)C1=CC=C(C(=O)O)C=C1 4-(1-ethyl-4-(4-(trifluoromethyl)phenyl)pyrrolidin-2-yl)benzoic acid